4,5-diundecylimidazolium C(CCCCCCCCCC)C=1[NH+]=CNC1CCCCCCCCCCC